Cl.CN(CCCN=C=NCC)C 1-(3-dimethylaminopropyl)-3-ethylcarbodiimide hydrochloride salt